FC(C(=O)O)(F)F.O=C1NC(CC[C@@H]1NC1=CC=C(C=C1)C1CCN(CC1)CC(=O)O)=O 2-[4-[4-[[(3S)-2,6-dioxo-3-piperidyl]amino]phenyl]-1-piperidyl]acetic acid trifluoroacetic acid salt